pentylene glycol dimethacrylate C(C(=C)C)(=O)OCCCCCOC(C(=C)C)=O